BrC1=CC(=CC=C1)C(C)OC1=CC=CC=C1 1-bromo-3-(1-phenoxyethyl)benzene